C(C1=CC=CC=C1)(=O)N[C@H](C(=O)OC)CC1=C(C=CC=C1)Br Methyl (S)-2-benzamido-3-(2-bromophenyl)propanoate